5-benzyl-4-(2'-chloro-4'-(cyclopropylmethoxy)-2,3,4,5-tetrahydro-[1,1'-biphenyl]-4-yl)-2,6-dimethoxypyrimidine C(C1=CC=CC=C1)C=1C(=NC(=NC1OC)OC)C1CCC(=CC1)C1=C(C=C(C=C1)OCC1CC1)Cl